ClC(OC1=CC=C(C=C1)NC(=O)C1=CC2=C(N(C=N2)C(C)C)C(=C1)N1C=NC(=C1)C1CC1)(F)F N-(4-(chlorodifluoromethoxy)phenyl)-7-(4-cyclopropyl-1H-imidazol-1-yl)-1-isopropyl-1H-benzo[d]imidazole-5-carboxamide